N1=CC=C2C1=C1N=C3C=CC=CC3=C1S2 Pyrrolo[2',3':4,5]Thieno[3,2-b]Indole